1-(5-((4-(7-fluoroquinolin-4-yl)-3,6-dihydropyridin-1(2H)-yl)methyl)-1-oxoisoindolin-2-yl)dihydropyrimidine-2,4(1H,3H)-dione FC1=CC=C2C(=CC=NC2=C1)C=1CCN(CC1)CC=1C=C2CN(C(C2=CC1)=O)N1C(NC(CC1)=O)=O